C(C1=CC=CC=C1)C=1C=NC=2C=C(C3=C(C2N1)C=CC=C3)O 2-benzyl-6-hydroxybenzo[f]quinoxalin